C(C)(C)(C)C1=CC=C(C=C1)N(C(=O)[C@@H]1NCCC1)C(C(=O)NC=1C=NC(=CC1)OC)C=1C=NC=CC1 (2R)-N-(4-tert-butylphenyl)-N-[2-[(6-methoxy-3-pyridyl)amino]-2-oxo-1-(3-pyridyl)ethyl]pyrrolidine-2-carboxamide